BrCC(CO)(CO)CBr 2,2-bisbromomethyl-1,3-propanediol